N'-(5-bromo-6-indan-2-yl-oxy-2-methyl-3-pyridyl)-N-ethyl-N-methyl-formamidine BrC=1C=C(C(=NC1OC1CC2=CC=CC=C2C1)C)N=CN(C)CC